tert-Butyl ((R)-1-(((S)-1-((5-chloro-2-hydroxybenzyl)amino)-1-oxopropan-2-yl)amino)-1-oxo-4-phenylbutan-2-yl)carbamate ClC=1C=CC(=C(CNC([C@H](C)NC([C@@H](CCC2=CC=CC=C2)NC(OC(C)(C)C)=O)=O)=O)C1)O